C1N(CC2=CC=CC=C12)C=1C2=C(N=CN1)CN(C2)C#N 4-(isoindolin-2-yl)-5,7-dihydro-6H-pyrrolo[3,4-d]pyrimidine-6-carbonitrile